C1CC(=O)N(C1=O)OC(=O)CCOCCOCCNC(=O)CCCC[C@H]2[C@@H]3[C@H](CS2)NC(=O)N3 N-Succinimidyl 9-(biotinamido)-4,7-dioxanonanoate